(E)-2-((3,5-dimethylhex-3-en-2-yl)oxy)-2-methylpropyl cyclopropanecarboxylate C1(CC1)C(=O)OCC(C)(C)OC(C)\C(=C\C(C)C)\C